4-phenyl-5-tert-butylphenyl-4H-1,2,4-triazole C1(=CC=CC=C1)C1=CC=C(C=C1C(C)(C)C)C1=NN=CN1